C1(=CC=C(C=C1)C1=CN=C(N1)C1N(CCCC1)C(CCC)=O)C 1-(2-(5-(p-tolyl)-1H-imidazol-2-yl)piperidin-1-yl)butan-1-one